OC1=C(C=CC=C1)C=1C=C2N3CCN(CC3CNC2=NN1)CCC=O 3-[4-(2-hydroxyphenyl)-1,5,6,8,12-pentazatricyclo[8.4.0.02,7]tetradeca-2,4,6-trien-12-yl]propanal